P(=O)(OC(CC)CCCC)(OC(CC)CCCC)OC1=CC=CC=C1 di-(3-heptyl) phenyl phosphate